C(C(=O)O)(=O)O.CC1(COC1)C(C)N.CC1(COC1)C(C)N 1-(3-methyloxetane-3-yl)ethane-1-amine hemioxalate